C(C)(=O)N[C@H]1C[C@H](CCC1)C(=O)NC=1N=CC2=CC(=NC(=C2C1)NC(C)C)CCO[Si](C)(C)C(C)(C)C (1S,3R)-3-acetamido-N-(7-(2-((tert-butyldimethylsilyl)oxy)ethyl)-5-(isopropylamino)-2,6-naphthyridin-3-yl)cyclohexane-1-carboxamide